(S)-(5-(3,5-difluorophenyl)-4,5-dihydro-1H-pyrazol-1-yl)(4-(5-fluoro-2',6'-dimethoxy-[4,4'-bipyrimidinyl]-2-yl)piperazin-1-yl)methanone FC=1C=C(C=C(C1)F)[C@@H]1CC=NN1C(=O)N1CCN(CC1)C1=NC=C(C(=N1)C1=NC(=NC(=C1)OC)OC)F